N1(N=NC2=C1C=CC=C2)CN(CCCCCCCC)CCCCCCCC N-((1H-benzo[d][1,2,3]triazol-1-yl)methyl)-N-octyloctan-1-amine